(R)-5-((1H-1,2,3-triazol-1-yl)methyl)-3-(3,5-difluoro-4-(2-oxa-7-azaspiro[3.5]nonan-7-yl)phenyl)oxazolidin-2-one N1(N=NC=C1)C[C@H]1CN(C(O1)=O)C1=CC(=C(C(=C1)F)N1CCC2(COC2)CC1)F